(4-(4-amino-1-(1-isobutyrylpiperidin-4-yl)-1H-pyrazolo[4,3-c]pyridin-3-yl)phenyl)-5-(4-fluorophenyl)-4-hydroxynicotinamide NC1=NC=CC2=C1C(=NN2C2CCN(CC2)C(C(C)C)=O)C2=CC=C(C=C2)C2=C(C(=O)N)C(=C(C=N2)C2=CC=C(C=C2)F)O